COC1=NC=CC(=C1)C=1OC=C(N1)C(=O)N 2-(2-methoxypyridin-4-yl)oxazole-4-carboxamide